C(C)(C)(C)OC(=O)N1C(CCCC1)OC1CC(C1)OS(=O)(=O)C(F)(F)F [3-(trifluoromethylsulfonyloxy)cyclobutoxy]piperidine-1-carboxylic acid tert-butyl ester